BrC1=C(C=C2CC(N=CC2=C1)C(C)C)OCCC1CC1 7-bromo-6-(2-cyclopropylethoxy)-3-isopropyl-3,4-dihydroisoquinoline